2-((2-cyclopropyl-4-iodo-5-methylphenyl)amino)-6-(oxetan-3-yl)-5,6-dihydro-7H-pyrrolo[3,4-b]pyridin-7-one C1(CC1)C1=C(C=C(C(=C1)I)C)NC1=CC=C2C(=N1)C(N(C2)C2COC2)=O